C(CCCCCCCCCCCCCCCCCCCCCC)(=O)[O-].[NH4+] ammonium tricosylate